BrC=1C(=C(C=CC1C)NC(C)=O)C N-(3-bromo-2,4-dimethylphenyl)acetamide